C1(NCC12CCC2)CC(O)O 2-azaspiro[3.3]heptaneethanediol